4-(3-chloro-4-fluoroanilino)-6,7-bis(2-chloroethoxy)quinazoline ClC=1C=C(NC2=NC=NC3=CC(=C(C=C23)OCCCl)OCCCl)C=CC1F